O1COC(C1)=O [1,3]Dioxol-4-one